C1(CC1)C1=C(OC(=CC1=O)C)N1CCC(CC1)(C)C 3-cyclopropyl-2-(4,4-dimethylpiperidin-1-yl)-6-methyl-4-oxo-4H-pyran